FC(C(C(C(C(C(C(C(F)(F)F)(F)F)(F)F)(F)F)(F)F)(F)F)(F)F)(F)CC[Si](Cl)(Cl)Cl (Perfluorooctyl)ethyltrichlorosilane